5-((5-Fluoro-3-(2,2,2-trifluoroethoxy)pyridin-2-yl)oxy)-N-(4-methyl-1,1-dioxidotetrahydro-2H-thiopyran-4-yl)pyrazolo[1,5-a]pyridine-2-carboxamide FC=1C=C(C(=NC1)OC1=CC=2N(C=C1)N=C(C2)C(=O)NC2(CCS(CC2)(=O)=O)C)OCC(F)(F)F